ethyl 3-(5-carbamoyl-4-chloro-1H-benzo[d]imidazol-2-yl)-4-chlorobenzo[b]thiophene-2-carboxylate C(N)(=O)C1=C(C2=C(NC(=N2)C=2C3=C(SC2C(=O)OCC)C=CC=C3Cl)C=C1)Cl